C1(CCCC1)C(=O)N1[C@@H]([C@H]2C([C@H]2C1)(C)C)C(=O)N[C@H](C=O)C[C@H]1C(NCC1)=O (1R,2S,5S)-3-(Cyclopentanecarbonyl)-6,6-dimethyl-N-((S)-1-oxo-3-((S)-2-oxopyrrolidin-3-yl)propan-2-yl)-3-azabicyclo[3.1.0]hexane-2-carboxamide